N-(4-aminopyridin-2-yl)-N-(2-chlorophenyl)acetamide piperidine-2,6-dionecarboxylate N1(C(CCCC1=O)=O)C(=O)O.NC1=CC(=NC=C1)N(C(C)=O)C1=C(C=CC=C1)Cl